OC1=C(C=C(CNC(CCCC\C=C\C(C)C)=O)C=C1)OC (E)-N-(4-hydroxy-3-methoxybenzyl)-8-methylnona-6-enamide